C1(CCCCC1)OC(=O)CC1C2C3C4C=CC(C3C(C1)C2)C4 8-cyclohexyloxycarbonylmethyl-tetracyclo[4.4.0.12,5.17,10]-3-dodecene